FC=1C=C(C=C(C1C(F)(F)F)F)CC(=O)O 3,5-difluoro-4-(trifluoromethyl)-phenylacetic acid